CN1N=C(C2=C(C=CC=C12)C(F)(F)F)NC(C)C=1N(N=CN1)C1=NC=CC=N1 1-methyl-N-[1-(2-pyrimidin-2-yl-1,2,4-triazol-3-yl)ethyl](trifluoromethyl)indazol-3-amine